4-(methylsulfonyl)-2-nitrobenzaldehyde CS(=O)(=O)C1=CC(=C(C=O)C=C1)[N+](=O)[O-]